NC1=C(SC=2N=C(N=CC21)C)C(=O)NC2C(C=1C=CC(=NC1CC2)N2CC1(CCOC1)C(C2)N)(F)F 5-amino-N-(2-{9-amino-2-oxa-7-azaspiro[4.4]nonan-7-yl}-5,5-difluoro-5,6,7,8-tetrahydroquinolin-6-yl)-2-methylthieno[2,3-d]pyrimidine-6-carboxamide